C(C)(C)C1=CC=C2N=CC(NC2=C1)=O 7-Isopropyl-1H-quinoxalin-2-one